CN(C(=O)C1=CC=C2CCN(C(C2=C1)C1=CC=NC=C1)C(=O)OC(C)(C)C)C tert-butyl 7-(dimethylcarbamoyl)-1-(pyridin-4-yl)-3,4-dihydro-1H-isoquinoline-2-carboxylate